1-[1-(3,4-Dimethoxyphenyl)prop-2-ylamino]1-phenylethane COC=1C=C(C=CC1OC)CC(C)NC(C)C1=CC=CC=C1